Tert-butyl ((S)-1-((2S,4R)-2-((2-(3-(dimethylamino)propoxy)-4-ethynylbenzyl)carbamoyl)-4-hydroxypyrrolidin-1-yl)-3,3-dimethyl-1-oxobutan-2-yl)carbamate CN(CCCOC1=C(CNC(=O)[C@H]2N(C[C@@H](C2)O)C([C@H](C(C)(C)C)NC(OC(C)(C)C)=O)=O)C=CC(=C1)C#C)C